Ethyl 3-(((tert-butoxycarbonyl)amino)methyl)-5-(hydroxy (phenyl)methyl)-4,5-dihydroisoxazole-5-carboxylate C(C)(C)(C)OC(=O)NCC1=NOC(C1)(C(=O)OCC)C(C1=CC=CC=C1)O